3-ethylcyclobutane-1-amine C(C)C1CC(C1)N